6-N-[(1-aminocyclopropyl)methyl]-4-N-(4-methoxyphenyl)-1-methylpyrazolo[3,4-d]pyrimidine-4,6-diamine NC1(CC1)CNC1=NC(=C2C(=N1)N(N=C2)C)NC2=CC=C(C=C2)OC